BrC=1C=C(CN2C(\C(\C3=CC=CC=C23)=C/C=2NC(=CC2C)C)=O)C=CC1 (Z)-1-(3-bromobenzyl)-3-((3,5-dimethyl-1H-pyrrol-2-yl)methylene)-2-indolone